8-amino-6-(4-fluorophenyl)-5-{3-methylimidazo[1,2-a]pyridin-6-yl}-N-[3-({2-oxa-6-azaspiro[3.3]heptan-6-yl}methyl)bicyclo[1.1.1]pentan-1-yl]imidazo[1,2-a]pyrazine-2-carboxamide NC=1C=2N(C(=C(N1)C1=CC=C(C=C1)F)C=1C=CC=3N(C1)C(=CN3)C)C=C(N2)C(=O)NC23CC(C2)(C3)CN3CC2(COC2)C3